lead-iron-tantalum oxide [O-2].[Ta+5].[Fe+2].[Pb+2]